N-(4-((6,7-Dimethoxy-1,5-naphthyridin-4-yl)oxy)-3-fluorophenyl)-5-(4-fluorophenyl)-1-(2-hydroxyethyl)-6-(hydroxymethyl)-4-oxo-1,4-dihydropyridine-3-carboxamide COC=1N=C2C(=CC=NC2=CC1OC)OC1=C(C=C(C=C1)NC(=O)C1=CN(C(=C(C1=O)C1=CC=C(C=C1)F)CO)CCO)F